Cl.FC1=CC=C(C=C1)C=1C=CC=C2C(COCC12)CN (8-(4-fluorophenyl)isochroman-4-yl)methanamine hydrochloride